decafluoro-1-hexene FCC(C(C(C(=C(F)F)F)(F)F)(F)F)(F)F